C(#N)[C@]1([C@@H](C1)C)NS(=O)(=O)C=1C=C(C=2N(C1)C(=NC2)C=2SC(=NN2)C(F)F)N2CC(NC(C2)COC)(C)C N-((cis)-1-cyano-2-methylcyclopropyl)-3-(5-(difluoromethyl)-1,3,4-thiadiazol-2-yl)-8-(5-(methoxymethyl)-3,3-dimethylpiperazin-1-yl)imidazo[1,5-a]pyridine-6-sulfonamide